Cl.FC1(C2CNC(C1)C2)F 5,5-difluoro-2-azabicyclo[2.2.1]heptane hydrochloride